C(C)(C)(C)OC(=O)NCCCNCCCNC(OC(C)(C)C)=O tert-butyl N-[3-[3-(tert-butoxycarbonylamino)propylamino]propyl]carbamate